BrC1=CC=2[C@@](C3=CC=CC=C3C2C=C1)(C(=O)N1[C@H]2CC([C@@H]([C@@H]1C(=O)N[C@H](C[C@@H]1C(NCCC1)=O)C#N)CC2)(F)F)O (1R,3R,4R)-2-((S)-2-bromo-9-hydroxy-9H-fluorene-9-carbonyl)-N-((R)-1-cyano-2-((R)-2-oxopiperidin-3-yl)ethyl)-5,5-difluoro-2-azabicyclo[2.2.2]octane-3-carboxamide